OC1=C(C(=O)C2=CC(=CC(=C2)C(C2=C(C(=C(C=C2)O)O)O)=O)C(C2=C(C(=C(C=C2)O)O)O)=O)C=CC(=C1O)O 1,3,5-tris(2,3,4-trihydroxybenzoyl)benzene